ClC1=CC2=C(N(C(N=C2N2C[C@H](N(C[C@@H]2C)C(=O)OC(C)(C)C)C)=O)C=2C(=NC=CC2C)C(C)C)N=C1C1=C(C=CC(=C1)C)F tert-butyl (2R,5S)-4-(6-chloro-7-(2-fluoro-5-methylphenyl)-1-(2-isopropyl-4-methylpyridin-3-yl)-2-oxo-1,2-dihydropyrido[2,3-d]pyrimidin-4-yl)-2,5-dimethylpiperazine-1-carboxylate